tetraethylene glycol mono-p-toluenesulfonate CC1=CC=C(C=C1)S(=O)(=O)OCCOCCOCCOCCO